C(C)(C)C1C(CC(CC1)C)C(COCCC)(COCCC)CCC(Cl)(F)F 2-(2-isopropyl-5-methylcyclohexyl)-2-(3,3-difluoro-3-chloropropyl)-1,3-dipropoxypropane